C(C1=CC=CC=C1)OCCCCCCN1C([C@@H]([C@@H]([C@H](C1)N1N=NC(=C1)COC1=CC=CC=C1)O)O)=O (3R,4R,5S)-1-(6-benzyloxyhexyl)-3,4-dihydroxy-5-[4-(phenoxymethyl)triazol-1-yl]piperidin-2-one